tert-butyl N-[5-[4-[6-(dimethylamino)-1,3-benzothiazol-2-yl]phenyl]pyridin-2-yl]-N-[2-[2-[2-[2-[2-(2-iodoethoxy)ethoxy]ethoxy]ethoxy]ethoxy]ethyl]carbamate CN(C1=CC2=C(N=C(S2)C2=CC=C(C=C2)C=2C=CC(=NC2)N(C(OC(C)(C)C)=O)CCOCCOCCOCCOCCOCCI)C=C1)C